tert-butyl 2-[2-(2-cyclopropylphenyl)pyrrolidin-1-yl]-7-azaspiro[3.5]nonane-7-carboxylate C1(CC1)C1=C(C=CC=C1)C1N(CCC1)C1CC2(C1)CCN(CC2)C(=O)OC(C)(C)C